diethylene glycol bis(2-mercaptoisobutyrate) SC(C(=O)OCCOCCOC(C(C)(C)S)=O)(C)C